N1N=CN=C1C(=O)O 1H-1,2,4-triazole-5-carboxylic acid